(6S,9S,12S,15S,18R,19R)-9-(aminomethyl)-19-hexyl-16,18-dimethyl-12-norbornan-2-yl-15-propyl-6-[(1S)-1-hydroxyethyl]-1-oxa-4,7,10,13,16-pentazacyclononadecane-2,5,8,11,14,17-hexone NC[C@H]1C(N[C@H](C(NCC(O[C@@H]([C@H](C(N([C@H](C(N[C@H](C(N1)=O)C1C2CCC(C1)C2)=O)CCC)C)=O)C)CCCCCC)=O)=O)[C@H](C)O)=O